C1(=CC(=CC=C1)\N=N\C=1C=C(C=CC1)C)C (E)-1,2-Di-m-tolyldiazene